ClC=1C(=NC=C(C1[C@@H](C)OC=1C=C2C(=NNC2=CC1)C=1C=CC(=NC1)N1CC2(COC2)C1)Cl)F 6-[5-[5-[(1R)-1-(3,5-dichloro-2-fluoro-4-pyridyl)ethoxy]-1H-indazol-3-yl]-2-pyridyl]-2-oxa-6-azaspiro[3.3]heptane